Cl.Cl.FC1=C(C=CC=2N(C=NC21)CCC[C@H]2NCCC[C@@H]2O)F (2R,3S)-2-(3-(4,5-difluoro-1H-benzo[d]imidazol-1-yl)propyl)piperidin-3-ol dihydrochloride